(1S)-3-methoxy-1-(6-(2-methyl-2H-pyrazolo[3,4-b]pyridin-5-yl)thieno[2,3-b]pyridin-2-yl)-1-propanol COCC[C@H](O)C1=CC=2C(=NC(=CC2)C2=CC=3C(N=C2)=NN(C3)C)S1